C1(CCCCC1)C1N(S(C2=C(N(C1)C1=CC=CC=C1)C=C(C(=C2)C=2C=CC(=C(C(=O)O)C2)F)OCC=2N=CN(C2)C)(=O)=O)C 5-(3-cyclohexyl-2-methyl-7-((1-methyl-1H-imidazol-4-yl)methoxy)-1,1-dioxido-5-phenyl-2,3,4,5-tetrahydrobenzo[f][1,2,5]thiadiazepin-8-yl)-2-fluorobenzoic acid